3-(4-(3-(2-chlorophenyl)-4-(methoxymethyl)isoxazol-5-yl)-5-(trifluoromethyl)-1H-pyrazol-1-yl)-1-methylcyclobutan-1-ol ClC1=C(C=CC=C1)C1=NOC(=C1COC)C=1C=NN(C1C(F)(F)F)C1CC(C1)(O)C